C(=O)[O-].[Na+] sodium formate